FC1=C(C=CC=C1)NC(=O)C=1OC(=CC1)C1=C(N=CN1CC1NCCC1)C1=CC=C(C=C1)F N-(2-fluorophenyl)-5-(4-(4-fluorophenyl)-1-(pyrrolidin-2-ylmethyl)-1H-imidazol-5-yl)furan-2-carboxamide